Cl.CC=CC=CC=CCC(CCC)O Dodeca-2,4,6-triene-9-ol hydrochloride